3-(1-naphthyl)-1-undecyl-thiourea C1(=CC=CC2=CC=CC=C12)NC(NCCCCCCCCCCC)=S